4-(N-methyl-N-(3-p-toluenesulfonylamino-4-methoxyphenyl)-amino)coumarin CN(C1=CC(=C(C=C1)OC)NS(=O)(=O)C1=CC=C(C)C=C1)C1=CC(OC2=CC=CC=C12)=O